ClC=1C=C(C=CC1)C(CO)(C)NC1=NC2=C(N1)C=CC=C2CNC(N(C)C)=O (+)-3-((2-((2-(3-Chlorophenyl)-1-hydroxy-propan-2-yl)amino)-1H-benzo[d]imidazol-4-yl)methyl)-1,1-dimethylurea